2,4-dichloro-5-nitro-benzaldehyde ClC1=C(C=O)C=C(C(=C1)Cl)[N+](=O)[O-]